N1C2=C(N=CC1=O)N=CC=C2 Pyrido[2,3-b]Pyrazin-2-one